Cl.Cl.N1C(=NCC2=CC=CC=C12)SCC=1N2C(SC1)=NC(C2)CCC2=CC=CC=C2 3-(((1,4-dihydroquinazolin-2-yl)thio)methyl)-6-phenethyl-5,6-dihydroimidazo[2,1-b]Thiazole dihydrochloride